COC(=O)[C@@H]1N([C@@H](SC1)C(C)(C)C)C=O (2S,4S)-2-tertiary butyl-3-formyltetrahydrothiazole-4-carboxylic acid methyl ester